6-(4-tert-butyl-2-fluoro-3,6-dimethyl-phenyl)-2-methyl-3-(methylsulfonimidoyl)-1H-pyridin-4-one C(C)(C)(C)C1=C(C(=C(C(=C1)C)C1=CC(C(=C(N1)C)S(=O)(=N)C)=O)F)C